BrC1=C(C=C(C=C1)Br)CCS(=N[Si](C1=CC=CC=C1)(C1=CC=CC=C1)C(C)(C)C)(=O)C 1-[2-(2,5-dibromophenyl)ethyl]-1-methyl-N-[(2-methylprop-2-yl)diphenylsilyl]-1-oxo-λ6-sulfanimine